1-benzyl-1-dimethylaminopropane C(C1=CC=CC=C1)C(CC)N(C)C